ClC=1C(=NC2=CC=CC=C2N1)NCC1=C(C=CC=C1)Cl 3-chloro-N-(2-chlorobenzyl)quinoxaline-2-amine